(S)-N-(amino(4-((methylamino)methyl)phenyl)(oxo)-λ6-sulfaneylidene)-2-(6-(difluoromethyl)-2,4-diisopropylpyridin-3-yl)acetamide N[S@@](=NC(CC=1C(=NC(=CC1C(C)C)C(F)F)C(C)C)=O)(=O)C1=CC=C(C=C1)CNC